FC=1C=C(C=CC1F)N1CN=CC2=C1C[C@H]1CC[C@@H]2N1 (5S,8R)-N-(3,4-difluorophenyl)-6,7,8,9-tetrahydro-5H-5,8-epiminocyclohepta[d]pyrimidine